Cl.CN(C1C(N(C(C1)=O)[C@@H](C(=O)NCC1=C(C=CC=C1)F)C)=O)C (2R)-2-(3-(dimethylamino)-2,5-dioxopyrrolidin-1-yl)-N-(2-fluorobenzyl)propanamide hydrochloride